1-isopropyl-4-methoxy-3,7-dimethyl-1H-pyrazolo[3,4-d]pyridazine C(C)(C)N1N=C(C=2C1=C(N=NC2OC)C)C